C(C)(C)(C)OC(=O)N1CCC(CC1)C=1OC2=C(N1)C(=CC=C2)CCOC 4-[4-(2-Methoxyethyl)-1,3-benzoxazol-2-yl]piperidine-1-carboxylic acid tert-butyl ester